(S)-3,4,5,6-tetrahydro-5-methyl-1-phenyl-1H-2,5-benzoxazocine hydrochloride Cl.CN1CCO[C@H](C2=C(C1)C=CC=C2)C2=CC=CC=C2